[Cl-].C(C)N1C=[N+](C=C1)C 1-Ethyl-3-Methyl-Imidazolium chloride